3-Amino-5-methoxybenzoic acid NC=1C=C(C(=O)O)C=C(C1)OC